2-benzyloxy-1-bromo-4-fluoro-3-nitro-benzene C(C1=CC=CC=C1)OC1=C(C=CC(=C1[N+](=O)[O-])F)Br